[K+].FC(OC1=CC=C(C=C1)C1=NC2=C(N1CC1=C(OCCCCCC(=O)[O-])C=CC=C1)C=CC=C2)(F)F 6-(2-((2-(4-(trifluoromethoxy)phenyl)-1H-benzo[d]imidazol-1-yl)methyl)phenoxy)hexanoic acid potassium salt